1-(5-bromoimidazo[1,2-a]pyridin-8-yl)-3-(5-(tert-butyl)isoxazol-3-yl)urea BrC1=CC=C(C=2N1C=CN2)NC(=O)NC2=NOC(=C2)C(C)(C)C